1,3-dioxolate O1C(OC=C1)C(=O)[O-]